6-chloro-2-hydroxy-3-(2-methylallyl)benzonitrile ClC1=CC=C(C(=C1C#N)O)CC(=C)C